(2R,3aS,6S,6aR)-6-((7-amino-6-chloro-1,8-naphthyridin-2-yl)methyl)-2-(4-amino-7H-pyrrolo[2,3-d]pyrimidin-7-yl)hexahydro-3aH-cyclopenta[b]furan-3,3a-diol NC1=C(C=C2C=CC(=NC2=N1)C[C@@H]1CC[C@]2([C@@H]1O[C@H](C2O)N2C=CC1=C2N=CN=C1N)O)Cl